5-cyano-1-(pyridin-2-ylmethyl)-1H-indole-3-carboxylic acid C(#N)C=1C=C2C(=CN(C2=CC1)CC1=NC=CC=C1)C(=O)O